OC1=CC=C2C=C(C=C(C2=C1)CCNC(C)=O)[2H] N-(2-(7-hydroxynaphthalen-1-yl-3-d)ethyl)acetamide